2-(furan-2-yl)-5-(methyl-sulfonyl)-[1,2,4]triazolo[1,5-a][1,3,5]triazin-7-amine O1C(=CC=C1)C1=NN2C(N=C(N=C2N)S(=O)(=O)C)=N1